5-chloro-3-(3,6-dihydro-2H-pyran-4-yl)-1-methyl-1H-pyrazolo[4,3-d]pyrimidine ClC=1N=CC2=C(N1)C(=NN2C)C=2CCOCC2